4-[2-(1-piperazinyl)ethyl]-1-piperazineethylamine N1(CCNCC1)CCN1CCN(CC1)CCN